FC1=C(CN2[C@@H](C[C@@](CC2)(C(=O)O)CC2=NC(=CC(=C2F)C)NC2=NNC(=C2)C)CC)C=CC=C1F (2R,4R)-1-(2,3-difluorobenzyl)-2-ethyl-4-((3-fluoro-4-methyl-6-((5-methyl-1H-pyrazol-3-yl)amino)pyridin-2-yl)methyl)piperidine-4-carboxylic acid